(1R,2S)-2-(3,4-difluorophenyl)cyclopropylcarbamic acid tert-butyl ester C(C)(C)(C)OC(N[C@H]1[C@@H](C1)C1=CC(=C(C=C1)F)F)=O